C(\C=C\CCCCC)(=O)OC methyl (E)-oct-2-enoate